FC1=C(C=C(C(=C1)F)C)C1=CN=C(C=2N1C=CN2)N[C@H]2CN(CC2)C2CCN(CC2)C(=O)OC(C)(C)C tert-butyl (R)-4-(3-((5-(2,4-difluoro-5-methylphenyl)imidazo[1,2-a]pyrazin-8-yl)amino)pyrrolidin-1-yl)piperidine-1-carboxylate